4'-methoxyflavan COC1=CC=C(C2OC3=CC=CC=C3CC2)C=C1